C(C)C=1N(C=CN1)CC1=C(C=C(C=C1)C1=C(SC(=C1)CC(C)C)S(=O)(=O)NC(OCCO)=O)F 2-Hydroxyethyl (3-(4-((2-ethyl-1H-imidazol-1-yl)methyl)-3-fluorophenyl)-5-isobutylthiophen-2-yl)sulfonylcarbamate